1-(2-fluoroethyl)pyrrolidin-3-amine FCCN1CC(CC1)N